C1(CC1)CN1N=NC(=C1)OCC1=C(N=NN1C)C1=CC=C(C(=N1)CC)N1C[C@H](CC(C1)(F)F)CC(=O)OC methyl (S)-2-(1-(6-(5-(((1-(cyclopropylmethyl)-1H-1,2,3-triazol-4-yl)oxy)methyl)-1-methyl-1H-1,2,3-triazol-4-yl)-2-ethylpyridin-3-yl)-5,5-difluoropiperidin-3-yl)acetate